methyl 3-bromo-4-(4-((1-(3-fluoropropyl) azetidin-3-yl) methyl) phenyl)-2H-thiochromene-7-carboxylate BrC=1CSC2=CC(=CC=C2C1C1=CC=C(C=C1)CC1CN(C1)CCCF)C(=O)OC